OC(C(=O)N1CCC(CC1)N1N=CC(=C1)NC1=NC=C(C(=N1)C1=C(C(=O)O)C=CC=C1)C)(C)C (2-((1-(1-(2-hydroxy-2-methylpropanoyl)piperidin-4-yl)-1H-pyrazol-4-yl)amino)-5-methylpyrimidin-4-yl)benzoic acid